FC1=C(C(=CC(=C1)C(F)(F)F)F)C(C)NS(=O)C(C)(C)C N-(1-(2,6-difluoro-4-(trifluoromethyl)phenyl)ethyl)-2-methylpropane-2-sulfinamide